N-[7-(2-chloro-5-fluorophenyl)-3-methyl-2,9-dioxo-2,3,4,7,8,9-hexahydro[1,3]oxazino[6,5-e]isoindol-6-yl]-5-fluoro-3-(trifluoromethyl)benzamide ClC1=C(C=C(C=C1)F)C1NC(C2=C3C(=CC(=C12)NC(C1=CC(=CC(=C1)F)C(F)(F)F)=O)CN(C(O3)=O)C)=O